(S)-1-((R)-2,4-dimethylpiperazin-1-yl)propane C[C@H]1N(CCN(C1)C)CCC